(1,1,1,3,3-pentafluoro-2-hydroxypropane-2-yl)-[1,1'-biphenyl]-4-Formaldehyde FC(C(C(F)F)(O)C1=C(C=CC(=C1)C=O)C1=CC=CC=C1)(F)F